CN(CCCCCC(=O)N(CC=1SC=CC1)CC=1SC=CC1)S(=O)(=O)C=1SC=CC1 6-[methyl-(2-thienylsulfonyl)amino]-N,N-bis(2-thienylmethyl)hexanamide